(R)-N-(3-(5-chloro-2-methoxyphenyl)-1-(2-hydroxybutyl)-1H-pyrazol-4-yl)pyrazolo[1,5-a]pyrimidine-3-carboxamide ClC=1C=CC(=C(C1)C1=NN(C=C1NC(=O)C=1C=NN2C1N=CC=C2)C[C@@H](CC)O)OC